FC(S(=O)(=O)[O-])(F)F.C12C(CC(CC1)C2)C[SH+]C2C(CCCC2)=O (2-norbornyl)methyl-(2-oxocyclohexyl)sulfonium trifluoro-methanesulfonate